3,5-difluoro-4-((6-methyl-2-oxo-7-phenyl-2,3-dihydro-1H-imidazo[4,5-c]pyridin-1-yl)methyl)benzenesulfonamide FC=1C=C(C=C(C1CN1C(NC=2C=NC(=C(C21)C2=CC=CC=C2)C)=O)F)S(=O)(=O)N